CC1CC=NO1 5-methyl-4,5-dihydroisoxazole